5-Fluoro-2-[3-methyl-4-(4-methylpiperazin-1-yl)anilino]pyrimidine FC=1C=NC(=NC1)NC1=CC(=C(C=C1)N1CCN(CC1)C)C